FC1(OC2=C(NC1=O)C=C(C(=C2)F)C2=C(C(=C(C(=C2F)O)F)F)F)F 2,2,7-trifluoro-6-(2,3,4,6-tetrafluoro-5-hydroxyphenyl)-4H-1,4-benzoxazin-3-one